9-(4-(methylthio)benzyl)-9H-pyrido[3,4-b]indole CSC1=CC=C(CN2C3=C(C4=CC=CC=C24)C=CN=C3)C=C1